2-(prop-1-en-2-yl)pyrazolo[1,5-d][1,2,4]triazin-4(5H)-one C=C(C)C1=NN2C=NNC(C2=C1)=O